7'-Fluoro-5'-(5-methyl-1,4,5,6-tetrahydropyridin-2-yl)spiro[cyclobutane-1,3'-indolin]-2'-one FC=1C=C(C=C2C3(C(NC12)=O)CCC3)C=3NCC(CC3)C